FC1=C(C=CC=C1OC(F)(F)F)NC(=O)C1NC2CC2C1 N-(2-fluoro-3-(trifluoromethoxy)phenyl)-2-azabicyclo[3.1.0]hexane-3-carboxamide